BrC=1C=C(C=CC1)C(=O)[C@]12C3=C(S[C@]1(C[C@@H]2C2=NC=CC=C2)C)C=CC=C3 (3-bromophenyl)((1S,2aS,7bS)-2a-methyl-1-(pyridin-2-yl)-2,2a-dihydrobenzo[b]cyclobuta[d]thiophen-7b(1H)-yl)methanone